C(C)(=O)N1CCN(CC1)C=1C=C2CCN(CC2=CC1)CS(=O)(=O)N(C)CC1=CC(=CC=C1)Cl 6-(4-acetylpiperazin-1-yl)-N-(3-chloro-benzyl)-N-methyl-3,4-dihydroisoquinoline-2(1H)-methanesulfonamide